2-fluoro-4,5-dihydroxybenzonitrile FC1=C(C#N)C=C(C(=C1)O)O